5-[cyclopropyl-(3-fluoro-4-nitro-pyrazol-1-yl)methyl]-1-(2,2-difluoroethyl)tetrazole C1(CC1)C(C1=NN=NN1CC(F)F)N1N=C(C(=C1)[N+](=O)[O-])F